6-[3-(3-tert-butyl-4-hydroxy-5-methylphenyl)propoxy]-2,4,8,10-tetra-tert-butyldibenz[d,f][1,3,2]dioxaphosphepin C(C)(C)(C)C=1C=C(C=C(C1O)C)CCCOP1OC2=C(C3=C(O1)C(=CC(=C3)C(C)(C)C)C(C)(C)C)C=C(C=C2C(C)(C)C)C(C)(C)C